[Na].FC([C@H]1NC(OC1)=O)F (S)-4-difluoromethyl-oxazolidin-2-one Sodium